N-(2-Chloro-6-methyl-4-morpholin-4-yl-phenyl)-2-cyclopentyl-acetamide ClC1=C(C(=CC(=C1)N1CCOCC1)C)NC(CC1CCCC1)=O